C(CCC)C(C(CCCC)OC(CCCCCCCCCCC)=O)OC(CCCCCCCCCCC)=O dodecanoic acid-1-butyl-2-dodecanoyloxy-hexyl ester